FC1=CC(=C(C=C1C=1CN(CC1)C1=NC=C(C=N1)F)NC(=O)C1=CNC(C=C1C(F)(F)F)=O)N1C[C@H](N([C@H](C1)C)C)C N-[4-fluoro-5-[1-(5-fluoropyrimidin-2-yl)-2,5-dihydropyrrol-3-yl]-2-[(3R,5S)-3,4,5-trimethylpiperazin-1-yl]phenyl]-6-oxo-4-(trifluoromethyl)-1H-pyridine-3-carboxamide